N-(2-(4-(dimethylamino)piperidine-1-yl)-4-methoxy-5-((6-((R)-3-(naphthalene-1-yl)isoxazolidine-2-yl)pyrimidine-4-yl)amino)phenyl)acrylamide CN(C1CCN(CC1)C1=C(C=C(C(=C1)OC)NC1=NC=NC(=C1)N1OCC[C@@H]1C1=CC=CC2=CC=CC=C12)NC(C=C)=O)C